CC1=C(C=C(C(=O)NC2=C(C=C(C=C2)C2CN(CCC2)CCC)C(F)(F)F)C=C1)NC1=NC=CC(=N1)C=1C=NC=CC1 4-Methyl-N-[4-(1-propyl-piperidin-3-yl)-2-trifluoromethyl-phenyl]-3-(4-pyridin-3-yl-pyrimidin-2-ylamino)-benzamide